FC(CC[C@@H](C(OC)OC)NC(=O)[C@H]1N(CC2(C1)CCCCC2)C([C@H](C(C)(C)C)NC(OC)=O)=O)(C)F methyl ((S)-1-((S)-3-(((S)-5,5-difluoro-1,1-dimethoxyhexan-2-yl)carbamoyl)-2-azaspiro[4.5]decan-2-yl)-3,3-dimethyl-1-oxobutan-2-yl)carbamate